cobalt manganese zinc oxide [O-2].[Zn+2].[Mn+2].[Co+2].[O-2].[O-2]